digermain [GeH]1=[GeH]C=CC=C1